C1(=CC=CC=C1)[C@H]([C@@H](CO)O)O (1R,2R)-1-phenylpropane-1,2,3-triol